[Cl-].C(CC)[N+](C)(C)C propyl-trimethylammonium chloride